1-(8-Amino-7-fluoro-6-(4-methyl-5,6,7,8-tetrahydro-1,5-naphthyridin-3-yl)isoquinolin-3-yl)-3-(2-(2,2-difluoroethyl)-2-azaspiro[3.3]heptan-6-yl)urea NC=1C(=C(C=C2C=C(N=CC12)NC(=O)NC1CC2(CN(C2)CC(F)F)C1)C=1C=NC=2CCCNC2C1C)F